6-(4-Fluorophenyl)-N-((6-methylpyridazin-3-yl)methyl)pyrido[3,2-d]pyrimidin-4-amine FC1=CC=C(C=C1)C=1C=CC=2N=CN=C(C2N1)NCC=1N=NC(=CC1)C